[N+](=O)([O-])C1=C(C=CC(=C1)Cl)Cl 2-nitro-1,4-dichlorobenzene